(2S)-2-amino-N-[3-(2,6-difluorobenzoyl)-5-methyl-5,6-dihydro-4H-cyclopenta[b]thiophen-2-yl]propanamide N[C@H](C(=O)NC1=C(C2=C(S1)CC(C2)C)C(C2=C(C=CC=C2F)F)=O)C